(3S,5S)-4-(7-(3-chlorophenyl)-5-cyclopropyl-7H-pyrrolo[2,3-d]pyrimidin-4-yl)-3,5-dimethylpiperazine-1-carboxylic acid ethyl ester C(C)OC(=O)N1C[C@@H](N([C@H](C1)C)C=1C2=C(N=CN1)N(C=C2C2CC2)C2=CC(=CC=C2)Cl)C